C(C)(C)NC1=NC=CC2=C1N=C(N=C2)SC N-isopropyl-2-(methylthio)pyrido[3,4-d]pyrimidin-8-amine